Methyl (1S,3S)-3-((2-methyl-6-(1-methyl-5-vinyl-1H-1,2,3-triazol-4-yl)pyridin-3-yl)oxy)cyclohexane-1-carboxylate CC1=NC(=CC=C1O[C@@H]1C[C@H](CCC1)C(=O)OC)C=1N=NN(C1C=C)C